5-methoxy-2,2-dimethyl-3,4-dihydro-2H-pyrrole COC=1CCC(N1)(C)C